NC1=CC(=C(C=C1N)C(=O)N1CCCC1)C (4,5-diamino-2-methylphenyl)(pyrrolidin-1-yl)methanone